1-(Allyloxy)-2-methyl-1-oxopropan-2-yl-2-bromo-5-[2,6-dioxo-4-(trifluoromethyl)-3,6-dihydropyrimidin-1(2H)-yl]-4-fluorobenzoate C(C=C)OC(C(C)(C)OC(C1=C(C=C(C(=C1)N1C(NC(=CC1=O)C(F)(F)F)=O)F)Br)=O)=O